C(C1=CC=CC=C1)N(CCCNC(OC(C)(C)C)=O)CCCCCCCCCCNC(=O)OC(C)(C)C Tert-butyl N-{3-[benzyl({10-[(tert-butoxycarbonyl)amino] decyl})amino]propyl}carbamate